N-{3-[(2R)-1-(4-methyl-1,2,4-triazol-3-yl)propan-2-yl]phenyl}-6-(piperazin-1-yl)isoquinoline-3-carboxamide CN1C(=NN=C1)C[C@@H](C)C=1C=C(C=CC1)NC(=O)C=1N=CC2=CC=C(C=C2C1)N1CCNCC1